7-(6-(bis(4-methoxybenzyl)amino)-4-methyl-3-(trifluoromethyl)pyridin-2-yl)-5-chloro-8-fluoropyrido[4,3-d]pyrimidine-2,4-diol COC1=CC=C(CN(C2=CC(=C(C(=N2)C2=C(C=3N=C(N=C(C3C(=N2)Cl)O)O)F)C(F)(F)F)C)CC2=CC=C(C=C2)OC)C=C1